methyl (2-iodophenyl)acetate IC1=C(C=CC=C1)CC(=O)OC